4-(6-nitro-1H-benzo[d]imidazol-2-yl)morpholine [N+](=O)([O-])C=1C=CC2=C(NC(=N2)N2CCOCC2)C1